N1=CC=C(C=C1)OC1CN(C1)CC(=O)N 2-(3-(pyridin-4-yloxy)azetidin-1-yl)acetamide